N1(CCC1)C(CN1N=CC2=NC=C(C=C21)C2=CC(=CC=C2)C(F)(F)F)=O 1-(Azetidin-1-yl)-2-[6-[3-(trifluoromethyl)phenyl]pyrazolo[4,3-b]pyridin-1-yl]ethanone